C1(CC1)COC=1C(=NC(=NC1)NS(=O)(=O)C)C1=CN(C(C2=CC=C(C=C12)C=1C=NN(C1)C)=O)C N-[5-(cyclopropylmethoxy)-4-[2-methyl-6-(1-methylpyrazol-4-yl)-1-oxoisoquinolin-4-yl]pyrimidin-2-yl]methanesulfonamide